potassium hydroxide sodium silicate [Si]([O-])(O)(O)O.[Na+].[OH-].[K+]